(1E,2E)-2-(2-(3-fluorophenyl)hydrazono)acetaldehyde O-ethyl oxime C(C)O\N=C\C=N\NC1=CC(=CC=C1)F